3-methyl-oxetan-3-yl 6-(3-(methylcarbamoyl)-7-(trifluoromethyl) thieno[3,2-b]pyridin-5-yl)-2,6-diazaspiro[3.3]heptane-2-carboxylate CNC(=O)C1=CSC=2C1=NC(=CC2C(F)(F)F)N2CC1(CN(C1)C(=O)OC1(COC1)C)C2